(4-methoxybenzyl)dimethylanilinium COC1=CC=C(C[N+](C2=CC=CC=C2)(C)C)C=C1